N-benzyl-3-(4-isobutyl-2-methylphenyl)propan-1-imine oxide C(C1=CC=CC=C1)[N+](=CCCC1=C(C=C(C=C1)CC(C)C)C)[O-]